4'-cyclopropyl-N-((4-(1-isopropyl-4-(trifluoromethyl)-1H-imidazol-2-yl)cuban-1-yl)methyl)-5,6'-dimethoxy-[2,5'-bipyrimidine]-4-amine C1(CC1)C1=NC=NC(=C1C1=NC=C(C(=N1)NCC12C3C4C5(C3C1C5C24)C=2N(C=C(N2)C(F)(F)F)C(C)C)OC)OC